C12CN(CC(N1)C2)C=2OC1=C(N2)C(=CC=C1C=1SC=CN1)C(C)O 1-(2-(3,6-diazabicyclo[3.1.1]heptan-3-yl)-7-(thiazol-2-yl)benzo[d]oxazol-4-yl)ethan-1-ol